2-((4-fluorobenzyl)amino)cyclopent-1-ene-1-carbonitrile FC1=CC=C(CNC2=C(CCC2)C#N)C=C1